tert-butyl (2,2,2-trifluoro-1-(4-(4-((trans-4-((5-(trifluoromethyl)pyridin-2-yl)amino)cyclohexyl)thio)phenyl)pyridin-2-yl)ethyl)carbamate FC(C(C1=NC=CC(=C1)C1=CC=C(C=C1)S[C@@H]1CC[C@H](CC1)NC1=NC=C(C=C1)C(F)(F)F)NC(OC(C)(C)C)=O)(F)F